tert-butyl (E)-(2-(((3-chlorophenyl)thio)methyl)-3-fluoroallyl)carbamate ClC=1C=C(C=CC1)SC\C(\CNC(OC(C)(C)C)=O)=C\F